C(#N)C1=CC=2N(N=C1)C(=CC2)C2=CC(=C(C=N2)C2=NN=C(S2)N2C[C@H]1CC[C@@H](C2)C1NC(C(C)(C)O)=O)NC1COC1 N-((1R,5S,8s)-3-(5-(6-(3-cyanopyrrolo[1,2-b]pyridazin-7-yl)-4-(oxetan-3-ylamino)pyridin-3-yl)-1,3,4-thiadiazol-2-yl)-3-azabicyclo[3.2.1]octan-8-yl)-2-hydroxy-2-methylpropanamide